COCC1CN(CCC1O)C1CNC(CC1)[N+](=O)[O-] 3-(methoxymethyl)-1-(6-nitropiperidin-3-yl)piperidin-4-ol